methyl {6-[(1R)-1-hydroxyethyl]-5-(1H-pyrazol-1-yl)-1H-indazol-1-yl}acetate O[C@H](C)C1=C(C=C2C=NN(C2=C1)CC(=O)OC)N1N=CC=C1